3-(5-methyl-1,3-thiazol-2-yl)-5-(tetrahydro-2H-pyran-4-ylmethoxy)benzamide bis(((1S,2R,4S)-2-(methoxymethyl)-3-oxoquinuclidin-2-yl)methyl)cyclohexane-1,4-dicarboxylate COC[C@@]1(N2CCC(C1=O)CC2)COC(=O)C2CCC(CC2)C(=O)OC[C@]2(N1CCC(C2=O)CC1)COC.CC1=CN=C(S1)C=1C=C(C(=O)N)C=C(C1)OCC1CCOCC1